[Au]I Aurous iodide